N[C@@]1(C[C@H](CC1)CC)COC1=C(C#N)C(=CC(=C1)C1=CN=C2N1C(=CC=C2)OC)OC 2-(((1s,3s)-1-amino-3-ethylcyclopentyl)methoxy)-6-methoxy-4-(5-methoxyimidazo[1,2-a]pyridin-3-yl)benzonitrile